3-Methoxypropylamine COCCCN